9-[1-[[6-chloro-2-(4-piperidinyl)-3-pyridinyl]amino]ethyl]-3-(2-hydroxyethyl)-4,7-dimethyl-pyrazolo[3,4-c]isoquinolin-5-one ClC1=CC=C(C(=N1)C1CCNCC1)NC(C)C=1C=2C3=C(N(C(C2C=C(C1)C)=O)C)N(N=C3)CCO